2-({2-[(6-methoxy-2-methyl-1,2,3,4-tetrahydroisoquinolin-7-yl)amino]quinazolin-7-yl}amino)pyridine-4-carboxamide COC=1C=C2CCN(CC2=CC1NC1=NC2=CC(=CC=C2C=N1)NC1=NC=CC(=C1)C(=O)N)C